C1(=CC=CC=C1)C(C)(C)C1=NOC(=N1)C1=NC(=CC(=N1)O)O 2-[3-(2-Phenylpropan-2-yl)-1,2,4-oxadiazol-5-yl]pyrimidine-4,6-diol